C(C1=CC=CC=C1)N1CC(OCCC1)CN1CCC(CC1)C1=C(C=CC=C1)C 4-benzyl-2-{[4-(o-tolyl)piperidin-1-yl]methyl}-1,4-oxazepane